N-(2-((R)-4-Cyanothiazolidin-3-yl)-2-oxoethyl)-6-((S)-2-(fluoromethyl)piperidin-1-yl)quinoline-4-carboxamide C(#N)[C@H]1N(CSC1)C(CNC(=O)C1=CC=NC2=CC=C(C=C12)N1[C@@H](CCCC1)CF)=O